CC(C)CCC(C)C 2,5-dimethyl-n-hexane